COC=1C=C(C=CC1OCC1=C(C=CC=C1)[N+](=O)[O-])C1C=2C(NC(C1)=O)=NNC2 4-{3-Methoxy-4-[(2-nitrophenyl)methoxy]phenyl}-2H,4H,5H,6H,7H-pyrazolo[3,4-b]pyridin-6-one